7-methoxy-6-((4-methoxybenzyl)amino)pyrido[3,2-d]pyrimidin-4(3H)-one COC1=CC=2N=CNC(C2N=C1NCC1=CC=C(C=C1)OC)=O